BrC=1C(=C(\C=C\2/OC3=C(C2=O)C=CC(=C3)O)C=C(C1)Br)O (Z)-2-(3,5-dibromo-2-hydroxybenzylidene)-6-hydroxybenzofuran-3(2H)-one